(trifluoromethanesulfonyl)-1,2,4-triazole FC(S(=O)(=O)C1=NNC=N1)(F)F